(S)-8-((3S,5R)-4-acryloyl-3,5-dimethylpiperazin-1-yl)-11-(4-fluorophenyl)-3-(2-oxopyrrolidin-1-yl)-10-(trifluoromethyl)-3,4-dihydro-[1,4]thiazepino[2,3,4-ij]quinazolin-6(2H)-one C(C=C)(=O)N1[C@H](CN(C[C@H]1C)C1=NC(N2C3=C(C(=C(C=C13)C(F)(F)F)C1=CC=C(C=C1)F)SC[C@H](C2)N2C(CCC2)=O)=O)C